(2RS)-2-[6-[2-(6-Acetamido-3-pyridyl)ethynyl]-1-oxo-isoindolin-2-yl]-2-phenyl-N-thiazol-2-yl-acetamid C(C)(=O)NC1=CC=C(C=N1)C#CC1=CC=C2CN(C(C2=C1)=O)[C@@H](C(=O)NC=1SC=CN1)C1=CC=CC=C1 |r|